5,5'-([1,1'-binaphthyl]-2,2'-diylbis(oxy))bis(isobenzofuran-1,3-dione) C1(=C(C=CC2=CC=CC=C12)OC=1C=C2C(OC(C2=CC1)=O)=O)C1=C(C=CC2=CC=CC=C12)OC=1C=C2C(OC(C2=CC1)=O)=O